COC(C1=C(C=CC(=C1)COC1=C(C=C(C=C1)Cl)Cl)C)=O 5-((2,4-dichlorophenoxy)methyl)-2-methyl-benzoic acid methyl ester